N-(4-hydroxy-6-(1-methyl-1H-pyrazol-4-yl)pyrazolo[1,5-a]pyridin-3-yl)acetamide OC=1C=2N(C=C(C1)C=1C=NN(C1)C)N=CC2NC(C)=O